4-((5-fluoro-4-(2-(2-oxo-1,3-oxazinan-3-yl)pyridin-4-yl)pyrimidin-2-yl)amino)cyclohexane-1-carboxamide FC=1C(=NC(=NC1)NC1CCC(CC1)C(=O)N)C1=CC(=NC=C1)N1C(OCCC1)=O